tert-butyl (S)-4-(2-chloro-5-cyano-3-((8-cyano-4-(cyclopropyl(4-methoxybenzyl)amino)pyrazolo[1,5-a][1,3,5]triazin-2-yl)amino)phenyl)-3-methylpiperazine-1-carboxylate ClC1=C(C=C(C=C1NC1=NC=2N(C(=N1)N(CC1=CC=C(C=C1)OC)C1CC1)N=CC2C#N)C#N)N2[C@H](CN(CC2)C(=O)OC(C)(C)C)C